C(C)(C)(C)[Si](OC(CNS(O)(=O)=O)C)(C)C N-[2-[tert-butyl-(dimethyl)silyl]oxypropyl]sulfamic acid